S(=O)(=O)(C1=CC=C(C)C=C1)OCCCCOCC(=O)OC(C)(C)C tert-butyl 2-(4-(tosyloxy)butoxy)acetate